n-butyl-(phenylthio)acetylene C(CCC)C#CSC1=CC=CC=C1